C1(=CC=CC=C1)C1=NC=NC=C1C1=CC=C(N)C=C1 4-(4-phenylpyrimidin-5-yl)aniline